Tertiary amyl-benzene tert-Butyl-6-(3-cyclopropyl-4-methylphenoxy)-2-azaspiro[3.4]octane-2-carboxylate C(C)(C)(C)OC(=O)N1CC2(C1)CC(CC2)OC2=CC(=C(C=C2)C)C2CC2.C(C)(C)(CC)C2=CC=CC=C2